4,4,5,5-tetramethyl-1,3,2-dioxaborolan-2-yl-1H-pyrazole CC1(OB(OC1(C)C)N1N=CC=C1)C